[5-[4-[6-chloro-5-[cyclopropyl(methyl)carbamoyl]-3-pyridyl]pyrazol-1-yl]-1-methyl-4-(trifluoromethyl)pyrazol-3-yl]1,1,2,2,3,3,4,4,4-nonafluorobutane-1-sulfonate ClC1=C(C=C(C=N1)C=1C=NN(C1)C1=C(C(=NN1C)OS(=O)(=O)C(C(C(C(F)(F)F)(F)F)(F)F)(F)F)C(F)(F)F)C(N(C)C1CC1)=O